ClC1=NC=CC(=C1)N1CC(C2=NC(=CC=C21)C)(C)C 1-(2-chloropyridin-4-yl)-3,3,5-trimethyl-2,3-dihydro-1H-pyrrolo[3,2-b]pyridine